1-[1-methyl-3-({[(2-methylpyridin-4-yl)methyl][(3S)-1-(pyridin-3-yl)piperidin-3-yl]amino}methyl)-4-oxo-1,4-dihydroquinolin-7-yl]piperidine-4-carboxylate CN1C=C(C(C2=CC=C(C=C12)N1CCC(CC1)C(=O)[O-])=O)CN([C@@H]1CN(CCC1)C=1C=NC=CC1)CC1=CC(=NC=C1)C